4-((2,6-difluoro-4-(pyridin-4-yl)benzyl)oxy)phenyl sulfurofluoridate S(OC1=CC=C(C=C1)OCC1=C(C=C(C=C1F)C1=CC=NC=C1)F)(=O)(=O)F